3-Methyl-1-(methylthio)-2-buten CC(=CCSC)C